(3-{2,6-bis[(Z)-7-hexadecenyl]-4-morpholinyl}propoxy)(tert-butyl)bis(methyl)silane C(CCCCC\C=C/CCCCCCCC)C1CN(CC(O1)CCCCCC\C=C/CCCCCCCC)CCCO[Si](C)(C)C(C)(C)C